2,4,6-trimethyl-formyl-phenyl-phosphonic acid ethyl ester C(C)OP(O)(=O)C1=C(C(=C(C=C1C)C)C=O)C